tert-butyl (2-((1-methylazetidin-3-yl)amino)-6-(trifluoromethyl)pyridin-4-yl)carbamate CN1CC(C1)NC1=NC(=CC(=C1)NC(OC(C)(C)C)=O)C(F)(F)F